pteroyl-tryptophan C(C1=CC=C(NCC2=CN=C3N=C(N)NC(=O)C3=N2)C=C1)(=O)N[C@@H](CC1=CNC2=CC=CC=C12)C(=O)O